CN(C1(CCC2(CN(C(N2)=O)C=2C=NC(=NC2)C2=CC(=C(C(=C2)F)F)F)CC1)C1=CC=CC=C1)C cis-8-dimethylamino-8-phenyl-3-[2-(3,4,5-trifluoro-phenyl)-pyrimidin-5-yl]-1,3-diazaspiro[4.5]decan-2-one